5-(4-((4-((5-(trifluoromethyl)pyridin-2-yl)amino)piperidin-1-yl)sulfonyl)phenyl)-1,3-dihydro-2H-benzo[d]-imidazol-2-one FC(C=1C=CC(=NC1)NC1CCN(CC1)S(=O)(=O)C1=CC=C(C=C1)C1=CC2=C(NC(N2)=O)C=C1)(F)F